2-(3,5-Dichloro-4-(4-hydroxy-3-isopropylbenzyl)phenoxy)-N,N',N'-trimethylacetohydrazide ClC=1C=C(OCC(=O)N(N(C)C)C)C=C(C1CC1=CC(=C(C=C1)O)C(C)C)Cl